(2S)-pentyl 2-(((((2S,4R,5R)-5-(6-amino-9H-purin-9-yl)-4-hydroxytetrahydrofuran-2-yl)methoxy)(naphthalen-1-yloxy)phosphoryl)amino)-4-methylpentanoate NC1=C2N=CN(C2=NC=N1)[C@H]1[C@@H](C[C@H](O1)COP(=O)(OC1=CC=CC2=CC=CC=C12)N[C@H](C(=O)OCCCCC)CC(C)C)O